Cl.NC/C(/CN1C=C2C(N(CCC2=C1C1=CC(=CC=C1)F)C1CC1)=O)=C\F (E)-2-(2-(aminomethyl)-3-fluoroallyl)-5-cyclopropyl-1-(3-fluorophenyl)-2,5,6,7-tetrahydro-4H-pyrrolo[3,4-c]pyridin-4-one hydrochloride